C(C1=CC=CC=C1)NC(CC1=NC=C(C=C1)C1=C(C=C(C=C1)O)Cl)=O N-benzyl-2-(5-(2-Chloro-4-hydroxyphenyl)pyridin-2-yl)acetamide